N1=CC=C2N1C(=CC=C2)C(=O)N pyrazolo[1,5-a]pyridine-7-carboxamide